C(C)(C)(C)OC(=O)N1CC(CC1)\C=C/C(C1=CC=C(C=C1)C(F)(F)F)O (Z)-3-(3-hydroxy-3-(4-(trifluoromethyl)phenyl)prop-1-en-1-yl)pyrrolidine-1-carboxylic acid tert-butyl ester